methyl-(R)-2-(1-(2-ethyl-6-(1-methyl-5-((((4-nitrophenoxy)carbonyl)oxy)methyl)-1H-1,2,3-triazol-4-yl)pyridin-3-yl)piperidin-3-yl)acetate COC(C[C@@H]1CN(CCC1)C=1C(=NC(=CC1)C=1N=NN(C1COC(=O)OC1=CC=C(C=C1)[N+](=O)[O-])C)CC)=O